C(#N)C1=CC=2N(N=C1)C(=CC2)C2=CC(=C(C=N2)C2=NN=C(S2)N2CCN(CC2)C(=O)OC(C)(C)C)NC2CCC2 tert-butyl 4-[5-(6-{3-cyanopyrrolo[1,2-b]pyridazin-7-yl}-4-(cyclobutylamino)pyridin-3-yl)-1,3,4-thiadiazol-2-yl]piperazine-1-carboxylate